BrC1=CC(=C(CN2CCC(CC2)(C(=O)OC)C)C(=C1)C)C methyl 1-(4-bromo-2,6-dimethylbenzyl)-4-methylpiperidine-4-carboxylate